C(C)NC(COC1=C(C=C(C=C1)C)C=O)=O N-ETHYL-2-(2-FORMYL-4-METHYLPHENOXY)ACETAMIDE